ClC1=NC(=C2C(=N1)N(N=C2)[C@H]2[C@@H]([C@@H]([C@H](O2)CO[C@@](CO)(CC#CC)P(O)(O)=O)O)O)NC2CCCC2 ((S)-2-(((2R,3S,4R,5R)-5-(6-chloro-4-(cyclopentylamino)-1H-pyrazolo[3,4-d]pyrimidin-1-yl)-3,4-dihydroxytetrahydrofuran-2-yl)methoxy)-1-hydroxyhex-4-yn-2-yl)phosphonic acid